4-(7-bromo-4-methylquinolin-2-yl)butyronitrile BrC1=CC=C2C(=CC(=NC2=C1)CCCC#N)C